(propan-2-ylsulfanyl)sodium CC(C)S[Na]